methacrylamidocarboxylic acid C(C(=C)C)(=O)NC(=O)O